ClC1=C(C(=CC=C1)O)C1=NN=C(C2=CC=CC=C12)NC[C@@H](CO)O (2S)-3-[[4-(2-chloro-6-hydroxy-phenyl)phthalazin-1-yl]amino]propane-1,2-diol